tert-butyl (2R,5S)-5-amino-2-[5-[2-(trifluoromethoxy)ethoxy]-1,3,4-oxadiazol-2-yl]piperidine-1-carboxylate N[C@H]1CC[C@@H](N(C1)C(=O)OC(C)(C)C)C=1OC(=NN1)OCCOC(F)(F)F